COC1(CC2(CC2)C1)C1=CC(=NC=C1)N1N=CC(=C1)S(=O)(=O)NC=1C=CC=C2C=NN(C12)C 1-(4-{5-methoxyspiro[2.3]hexan-5-yl}pyridin-2-yl)-N-(1-methylindazol-7-yl)pyrazole-4-sulfonamide